4'-(5-(2-hydroxyethyl)isoxazol-3-yl)-5-(4-(4-(trifluoromethyl)phenyl)-1H-1,2,3-triazol-1-yl)-[1,1'-biphenyl]-3-carboxylic acid methyl ester COC(=O)C=1C=C(C=C(C1)N1N=NC(=C1)C1=CC=C(C=C1)C(F)(F)F)C1=CC=C(C=C1)C1=NOC(=C1)CCO